C(C)C1=CC=C(C=C1)CCN1C=NC(=C1)C1=NC=CC(=C1)C=1N=NNC1C(F)(F)F 2-{1-[2-(4-Ethylphenyl)ethyl]-1H-imidazol-4-yl}-4-[5-(trifluoromethyl)-1H-1,2,3-triazol-4-yl]pyridin